C1(=NC=CC2=CC=NC=C12)SCC(=O)C1=CC=C(S1)CNC(CO)=O N-((5-(2-((2,7-naphthyridin-1-yl)thio)acetyl)thiophen-2-yl)methyl)-2-hydroxyacetamide